OC1=C(C=C(C=C1)CC(=O)O)OC 2-(4-hydroxy-3-methoxyphenyl)acetic acid